(((7-((3-aminobenzyl)(tert-butoxycarbonyl)amino)-3-isopropylpyrazolo[1,5-a]pyrimidine-5-yl)amino)methyltert-butyl)-3-hydroxypiperidine-1-carboxylate NC=1C=C(CN(C2=CC(=NC=3N2N=CC3C(C)C)NCCC(C)(C)OC(=O)N3CC(CCC3)O)C(=O)OC(C)(C)C)C=CC1